C(C)OC(=O)C1=CC(=NN1CCCO[Si](C)(C)C(C)(C)C)C 1-(3-((tert-butyldimethylsilyl)oxy)propyl)-3-methyl-1H-pyrazole-5-carboxylic acid ethyl ester